1-(4Z,7Z,10Z,13Z,16Z-docosapentaenoyl)-2-tetradecanoyl-sn-glycero-3-phosphocholine CCCCCCCCCCCCCC(=O)O[C@H](COC(=O)CC/C=C\C/C=C\C/C=C\C/C=C\C/C=C\CCCCC)COP(=O)([O-])OCC[N+](C)(C)C